tert-butyl 4-(3-(1-((5-(5-(difluoromethyl)-1,3,4-oxadiazol-2-yl)pyridin-2-yl)methyl)-1H-1,2,3-triazol-4-yl)-2-fluorophenyl)piperazin-1-carboxylate FC(C1=NN=C(O1)C=1C=CC(=NC1)CN1N=NC(=C1)C=1C(=C(C=CC1)N1CCN(CC1)C(=O)OC(C)(C)C)F)F